N-((S)-1-((R)-4-((3S,5S,8R,9S,10S,13R,14S,17R)-3-hydroxy-10,13-dimethylhexadecahydro-1H-cyclopenta[a]phenanthren-17-yl)pentanoyl)pyrrolidin-3-yl)acetamide O[C@H]1CC[C@@]2([C@H]3CC[C@@]4([C@H](CC[C@H]4[C@@H]3CC[C@H]2C1)[C@@H](CCC(=O)N1C[C@H](CC1)NC(C)=O)C)C)C